(1-Benzyl-2-methylpyrrolidin-3-yl)-5-chloro-2-methoxy-4-methylaminobenzamide C(C1=CC=CC=C1)N1C(C(CC1)C=1C(=C(C(=O)N)C=C(C1NC)Cl)OC)C